tert-butyl 2-(4-bromo-3,5-dimethoxyphenyl)piperidine-1-carboxylate BrC1=C(C=C(C=C1OC)C1N(CCCC1)C(=O)OC(C)(C)C)OC